C1(CC1)NC(COC1=C(C=C(C=C1)C=O)OC)=O N-CYCLOPROPYL-2-(4-FORMYL-2-METHOXYPHENOXY)ACETAMIDE